N1N=CC(=C1)C=1C=C(C=CC1)NC1=CC=C2C=C(NC2=C1)C(=O)NC1=CN=NC=C1 6-((3-(1H-pyrazol-4-yl)phenyl)amino)-N-(pyridazin-4-yl)-1H-indole-2-carboxamide